F[C@@H]1C[C@H](CC[C@@H]1F)N1N=C(C2=C1[C@H]([C@H]([C@H]2O)F)F)C(F)(F)F (4S,5S,6R)-1-[(1S,3R,4S)-3,4-difluorocyclohexyl]-5,6-difluoro-3-(trifluoromethyl)-5,6-dihydro-4H-cyclopenta[c]pyrazol-4-ol